bisphenol compound with acetone CC(=O)C.C1(=CC=CC=C1)O.C1(=CC=CC=C1)O